6-[3-[(tert-butyldimethylsilyl)oxy]azetidin-1-yl]-5-chloropyrimidin-4-amine [Si](C)(C)(C(C)(C)C)OC1CN(C1)C1=C(C(=NC=N1)N)Cl